7-chloro-1,4,4,9-tetramethyl-8-(1-methylsulfonyl-1H-indol-4-yl)-5H-[1,2,4]triazolo[4,3-a]quinoxaline ClC=1C=C2NC(C=3N(C2=C(C1C1=C2C=CN(C2=CC=C1)S(=O)(=O)C)C)C(=NN3)C)(C)C